(1R,2S)-2-[1-(tert-butoxycarbonyl)-3-[(2,5-dimethylpyrazol-3-yl)amino]indazol-6-yl]-5'-methoxy-2'-oxospiro[cyclopropane-1,3'-indole]-1'-carboxylic acid tert-butyl ester C(C)(C)(C)OC(=O)N1C([C@@]2(C3=CC(=CC=C13)OC)[C@@H](C2)C2=CC=C1C(=NN(C1=C2)C(=O)OC(C)(C)C)NC=2N(N=C(C2)C)C)=O